trans-6-(4-hydroxycycloheptyl)-1-[1-[4-(trifluoromethoxy)benzoyl]-4-piperidyl]-3H-imidazo[4,5-b]pyridin-2-one O[C@@H]1CC[C@H](CCC1)C=1C=C2C(=NC1)NC(N2C2CCN(CC2)C(C2=CC=C(C=C2)OC(F)(F)F)=O)=O